C1=NC2=NC(=NC(=C2N1)N)N 26-diaminopurine